C1(CCC1)N[C@@H]1CN(CC1)C=1N=NC(=CN1)C1=C(C=C(C(=C1)F)C1=CN=NC(=C1)OC)O 2-{3-[(3S)-3-(cyclobutylamino)pyrrolidin-1-yl]-1,2,4-triazin-6-yl}-4-fluoro-5-(6-methoxypyridazin-4-yl)phenol